C1(=CC=CC=C1)SC1=CC=C(C=C1)CCCC 1-(4-phenylsulfanyl-phenyl)-butan